N-(1-cyano-2-ethylperoxyethyl)-3,4-difluorobenzamide C(#N)C(COOCC)NC(C1=CC(=C(C=C1)F)F)=O